COC(=O)C1=CC=C2C(C(N(C2=C1)C(C)=O)=O)=C(C1=CC=CC=C1)OC 1-acetyl-3-(methoxyphenyl-methylene)-2-oxoindole-6-carboxylic acid methyl ester